(R)-N-(5-chloro-6-(2H-1,2,3-triazol-2-yl)pyridin-3-yl)-1-(1-(4-oxotetrahydrofuran-2-yl)isoquinolin-4-yl)-5-(trifluoromethyl)-1H-pyrazole-4-carboxamide ClC=1C=C(C=NC1N1N=CC=N1)NC(=O)C=1C=NN(C1C(F)(F)F)C1=CN=C(C2=CC=CC=C12)[C@@H]1OCC(C1)=O